1-(4-(4-amino-1-(3-hydroxycyclobutyl)-1H-pyrazolo[3,4-d]pyrimidin-3-yl)-2-fluorophenyl)-3-(5-(1-(trifluoromethyl)cyclopropyl)isoxazol-3-yl)urea NC1=C2C(=NC=N1)N(N=C2C2=CC(=C(C=C2)NC(=O)NC2=NOC(=C2)C2(CC2)C(F)(F)F)F)C2CC(C2)O